Ethyl hydrogen ((7-(5-(trifluoromethyl)-1,2,4-oxadiazol-3-yl)imidazo[1,2-a]pyridin-2-yl)methyl)phosphonate FC(C1=NC(=NO1)C1=CC=2N(C=C1)C=C(N2)CP(OCC)(O)=O)(F)F